ClC=1C=C(C(=NC1)N1CC(N(C2(CN(C2)CC(F)F)C1=O)[C@@H](C)C1=CC=C(C=C1)C(F)(F)F)=O)F (S)-8-(5-chloro-3-fluoro-pyridin-2-yl)-2-(2,2-difluoroethyl)-5-(1-(4-(trifluoromethyl)phenyl)-ethyl)-2,5,8-triazaspiro-[3.5]nonane-6,9-dione